ClC1=CC2=C(S1)C1(CC(NC(C1)C)CO)OCC2 (2-chloro-6'-methyl-spiro[4,5-dihydrothieno[2,3-c]pyran-7,4'-piperidine]-2'-yl)methanol